C(C)(C)[O-].[Mg+2].C(C)(C)[O-] magnesium isopropanolate